NCCCCCC#CC1=CC=C(O1)C#CCNC(C[C@H]1C=2N(C3=C(C(=N1)C1=CC=C(C=C1)Cl)C(=C(S3)C)C)C(=NN2)C)=O (S)-N-(3-(5-(7-aminohept-1-yn-1-yl)furan-2-yl)prop-2-yn-1-yl)-2-(4-(4-chlorophenyl)-2,3,9-trimethyl-6H-thieno[3,2-f][1,2,4]triazolo[4,3-a][1,4]diazepin-6-yl)acetamide